N1=C(N=CN=C1)N1CCN(CC1)CC=1C=C2C(N(C(C2=CC1)=O)C1C(NC(CC1)=O)=O)=O 5-((4-(1,3,5-triazine-2-yl)piperazin-1-yl)methyl)-2-(2,6-dioxopiperidin-3-yl)isoindoline-1,3-dione